(S)-5-chloro-3-isopropyl-N-(1-(4-methylthiazol-2-yl)ethyl)pyrazolo[1,5-a]pyrimidin-7-amine ClC1=NC=2N(C(=C1)N[C@@H](C)C=1SC=C(N1)C)N=CC2C(C)C